CN(C1=CC=C(C=C1)CC1=C(N=C2N1C=CC=C2C)C2=CC=CC=C2)C N,N-Dimethyl-4-((8-methyl-2-phenylimidazo[1,2-a]pyridin-3-yl)methyl)aniline